FC(C1=CC=C(C=C1)N1C=2N(CC(C1)C(=O)O)N=CC2)(F)F 4-(4-(trifluoromethyl)phenyl)-4,5,6,7-tetrahydropyrazolo[1,5-a]pyrimidine-6-carboxylic acid